C[C@H]1CN(C[C@H](O1)C)C1=NC(=C2N1C1=CC(=CC=C1N=C2)C2=CC(=C(OCCCN(C)C)C=C2)F)C 3-(4-(1-((2S,6R)-2,6-dimethylmorpholinyl)-3-methylimidazo[1,5-a]quinoxalin-8-yl)-2-fluorophenoxy)-N,N-dimethylpropan-1-amine